C(C1=CC=CC=C1)SC1=C(C=CC(=C1)Br)N1CCN(CC1)C(=O)OC(C)(C)C tert-butyl 4-(2-benzylsulfanyl-4-bromo-phenyl)piperazine-1-carboxylate